(R)-8-(benzyloxy)-5-(2-(3,4-dihydroisoquinolin-2(1H)-yl)-1-hydroxyethyl)quinolin-2(1H)-one C(C1=CC=CC=C1)OC=1C=CC(=C2C=CC(NC12)=O)[C@H](CN1CC2=CC=CC=C2CC1)O